C(#N)C=1C=C(C=CC1)N=C=O 3-cyanophenyl isocyanate